2-(4-((4-fluorobutyl)thio)-3,5-dimethoxyphenyl)ethanamine FCCCCSC1=C(C=C(C=C1OC)CCN)OC